CC=1C=CC(=C(C1)C1=CC=CC=C1)C1=C(C=2C(=NC=CC2)N1)C#CC1=CC=CC=C1 2-(5-methyl-[1,1'-biphenyl]-2-yl)-3-(phenylethynyl)-1H-pyrrolo[2,3-b]pyridine